bis(1,2-diphenyl ethyl) disulfide C1(=CC=CC=C1)C(CC1=CC=CC=C1)SSC(CC1=CC=CC=C1)C1=CC=CC=C1